C(C1=CC=CC=C1)OC=1C=C2CCC(=C(C2=CC1)C1=CC=C(C=C1)N1CCC(CC1)C(OC)OC)C=C1CCCC1 1-(4-(6-(benzyloxy)-2-(cyclopentylidenemethyl)-3,4-dihydronaphthalen-1-yl)phenyl)-4-(dimethoxymethyl)piperidine